O=C1NC(CCC1N1C(C2=CC=C(C=C2C1)C1=NC=CC(=C1F)CN1CC2(C1)N(CCCC2)C(=O)OC(C)(C)C)=O)=O tert-butyl 2-((2-(2-(2,6-dioxopiperidin-3-yl)-1-oxoisoindolin-5-yl)-3-fluoropyridin-4-yl) methyl)-2,5-diazaspiro[3.5]nonane-5-carboxylate